S1C=CC2=C1C=CC(=C2)[C@@H]2NC[C@H](CC2)C (2R,5S)-2-(Benzothiophen-5-yl)-5-methyl-piperidine